NC1CC2(C1)CCC(CC2)C=2N=C(C1=C(N2)N(C=C1C1=CC=C(C=C1)OC)C)N (2-aminospiro[3.5]non-7-yl)-5-(4-methoxyphenyl)-7-methyl-7H-pyrrolo[2,3-d]pyrimidin-4-amine